COC=1C=C(SC1)C1=NNC(=C1)NC1=CC=C(C=C1)N1CCN(CC1)C 3-(4-Methoxythiophene-2-yl)-N-(4-(4-methylpiperazin-1-yl)phenyl)-1H-pyrazol-5-amine